5-(3-((2-(3-carboxypropanoyl)-6-methoxy-1H-indol-5-yl)oxy)propoxy)-6-methoxyisoindolin C(=O)(O)CCC(=O)C=1NC2=CC(=C(C=C2C1)OCCCOC=1C=C2CNCC2=CC1OC)OC